OC1=NC(=CC=C1N1C(N(CC1CO)C1=CN=CC2=CC=CC=C12)=O)C(F)(F)F 1-(2-Hydroxy-6-(trifluoromethyl)pyridin-3-yl)-5-(hydroxymethyl)-3-(isoquinolin-4-yl)-2-oxoimidazolidin